Cl.C(C)(C)(C)C=1OC=C(N1)C(=O)N[C@@H]1CCNCC2=C1C=CC(=C2)C2=NC=NC(=N2)NC=2C=NN(C2)C 2-tert-butyl-N-[(5R)-8-[4-[(1-methylpyrazol-4-yl)amino]-1,3,5-triazin-2-yl]-2,3,4,5-tetrahydro-1H-2-benzazepin-5-yl]oxazole-4-carboxamide hydrochloride